O/C(/C(=O)O)=C/C(=O)O hydroxymaleic acid